FC(C(=O)NCCN1[C@@H](CCC1)CO)(F)F 2,2,2-trifluoro-N-[2-[(2S)-2-(hydroxymethyl)pyrrolidin-1-yl]ethyl]acetamide